1-chloro-N,N-dimethylpropan-2-amine HCl salt Cl.ClCC(C)N(C)C